azaacetyl-glucose C(N)(=O)C(=O)[C@H](O)[C@@H](O)[C@H](O)[C@H](O)CO